FC1(C(C1(C=C)F)(F)F)F pentafluoro(vinyl)cyclopropane